FC1(CC(C1)CN1N=CC(=C1)C1=NC2=C(C(=CC=C2N=C1)OC=1C=CC2=C(NC(=N2)C)C1)C(=C)C)F (1-((3,3-Difluorocyclobutyl)methyl)-1H-pyrazol-4-yl)-7-((2-methyl-1H-benzo[d]imidazol-6-yl)oxy)-8-(prop-1-en-2-yl)quinoxaline